ClC1=C(C=C(C=C1)Cl)C=1N=C(NC1C)C1=CSC=C1 4-(2,5-dichlorophenyl)-5-methyl-2-(3-thienyl)imidazole